dimethyldodecyl [3-(trimethoxysilyl) propyl] carbonate C(OC(CCCCCCCCCCC)(C)C)(OCCC[Si](OC)(OC)OC)=O